tert-butyl N-[(3R,5R)-5-fluoro-3-piperidyl]carbamate F[C@@H]1C[C@H](CNC1)NC(OC(C)(C)C)=O